N,N-bis(9,9-dimethyl-9H-fluoren-2-yl)-7'-methoxy-4',4'-dimethyl-3',4'-dihydro-2'H-spiro[fluorene-9,1'-naphthalen]-2-amine CC1(C2=CC=CC=C2C=2C=CC(=CC12)N(C1=CC2=C(C=C1)C1=CC=CC=C1C21CCC(C2=CC=C(C=C12)OC)(C)C)C1=CC=2C(C3=CC=CC=C3C2C=C1)(C)C)C